FC1=C(C#N)C=CC(=C1)C=1C2=C(C=NC1C=1C(=C3C=NN(C3=CC1)C)F)N(C=N2)CC2CCN(CC2)C 2-fluoro-4-(6-(4-fluoro-1-methyl-1H-indazol-5-yl)-3-((1-methylpiperidin-4-yl)methyl)-3H-imidazo[4,5-c]pyridin-7-yl)benzonitrile